CN(C(=O)N1CCNCC1)C N,N-dimethyl-piperazine-1-formamide